ClC1=NC(=NC(=N1)Cl)C1=CN(C2=CC=CC=C12)C1=CC=CC=C1 3-(4,6-dichloro-1,3,5-triazin-2-yl)-1-phenylindole